ClC1=NC=CC(=C1)C=1N=C(SC1)NC1=CC(=C(C=C1)S(=O)(=O)C)F (2-Chloropyridin-4-yl)-N-(3-fluoro-4-(methylsulfonyl)phenyl)thiazol-2-amine